C(=O)C=1C(=C2C=C(N(C2=CC1)C[C@H](C)N1CCN(CCC1)S(=O)(=O)C)C#N)C 5-formyl-4-methyl-1-[(2S)-2-(4-methylsulfonyl-1,4-diazacycloheptan-1-yl)propyl]indole-2-carbonitrile